ClC1=C(C#N)C=CC(=C1)N1CC2(CC1)CCN(CC2)C(C2=CC=C(C=C2)C#CC2CCN(CC2)C2CN(C2)C=2C=C1C(N(C(C1=CC2)=O)C2C(NC(CC2)=O)=O)=O)=O 2-chloro-4-(8-(4-((1-(1-(2-(2,6-dioxopiperidin-3-yl)-1,3-dioxoisoindolin-5-yl)azetidin-3-yl)piperidin-4-yl)ethynyl)benzoyl)-2,8-diazaspiro[4.5]decan-2-yl)benzonitrile